tert-butyl (S)-4-((tetrahydrofuran-3-yl)amino)isoindoline-2-carboxylate O1C[C@H](CC1)NC1=C2CN(CC2=CC=C1)C(=O)OC(C)(C)C